4-((Ethylamino)methyl)-2-methylisoquinolin-1(2H)-one C(C)NCC1=CN(C(C2=CC=CC=C12)=O)C